tert-butyl 4-({3-chloro-7H-pyrrolo[2,3-c]pyridazin-7-yl}methyl)-4-hydroxypiperidine-1-carboxylate ClC1=CC2=C(N=N1)N(C=C2)CC2(CCN(CC2)C(=O)OC(C)(C)C)O